CN1N=C(C=C1C(=O)N1CCC2(C(C2)CNC(=O)C2=CC=3C(=CN=CC3)O2)CC1)C N-[[6-(2,5-dimethylpyrazole-3-carbonyl)-6-azaspiro[2.5]octan-2-yl]methyl]furo[2,3-c]pyridine-2-carboxamide